Benzyl 3-(4,4,5,5-tetramethyl-1,3,2-dioxaborolan-2-yl)-5,6-dihydropyridine-1(2H)-carboxylate CC1(OB(OC1(C)C)C=1CN(CCC1)C(=O)OCC1=CC=CC=C1)C